[Cl-].C[N+](CCOC(C(=C)C)=O)(C)C N,N,N-trimethyl-2-[(2-methyl-1-oxo-2-propen-1-yl)oxy]ethanaminium chloride